BrC=1C=C2C3=C(C(NC3=CC=C2)=O)C1 4-bromo-benzo[cd]indol-2(1H)-one